O=C1NC(CCC1C1=C(C=C(C=C1F)N1CCC2(CCN(C2)C(=O)OC(C)(C)C)CC1)F)=O tert-butyl 8-(4-(2,6-dioxopiperidin-3-yl)-3,5-difluorophenyl)-2,8-diazaspiro[4.5]decane-2-carboxylate